[Na+].[Na+].C(C)C1C(C(CCC1)C(=O)[O-])C(=O)[O-] 3-ethylcyclohexane-1,2-dicarboxylic acid, disodium salt